tert-butyl (1-(1-(difluoromethyl)-1H-pyrazol-3-yl)cyclopentyl)carbamate FC(N1N=C(C=C1)C1(CCCC1)NC(OC(C)(C)C)=O)F